C(#N)C1=CC2=C([C@@H](CO2)N(C(OC(C)(C)C)=O)C)C=C1 tert-butyl (S)-(6-cyano-2,3-dihydrobenzofuran-3-yl)(methyl)carbamate